C(C#C)OC1CCN(CC1)C(=O)OC(C)(C)C 2-methylpropane-2-yl 4-(prop-2-ynyloxy)piperidin-1-carboxylate